(5,7-difluoro-4-oxo-1,4-dihydroquinolin-2-yl)-4-((2,2,2-trifluoroethyl)thio)benzonitrile FC1=C2C(C=C(NC2=CC(=C1)F)C1=C(C#N)C=CC(=C1)SCC(F)(F)F)=O